(S)-N,N-dimethyl-1-(6-nitropyridin-3-yl)pyrrolidin-3-amine CN([C@@H]1CN(CC1)C=1C=NC(=CC1)[N+](=O)[O-])C